C(C)(=O)C(C(=O)N)=C Acetyl-Acrylamide